O1N=C(C=C1)C(C(=NNC1=CC=CC=C1)C#N)=O 2-(Isoxazol-3-yl)-2-oxo-N'-phenyl-acetohydrazonoyl Cyanide